COC1=CC=C(C=C1)N=NN 4-methoxyphenyl-triazene